NC1=C2C(N(C(C2=CC=C1)=O)[C@H]1C(NC(CC1)=O)=O)=O |r| (RS)-4-Amino-2-(2,6-dioxo-piperidin-3-yl)-isoindoline-1,3-dione